Racemic-3-(4-fluorophenyl)-1-((2,2-dimethyl-1,3-dioxan-5-yl)methyl)-1-(1-(1-oxo-1,2-dihydroisoquinolin-4-yl)ethyl)urea FC1=CC=C(C=C1)NC(N([C@H](C)C1=CNC(C2=CC=CC=C12)=O)CC1COC(OC1)(C)C)=O |r|